N-(1-(tert-butyl)-6-cyano-4-fluoro-1H-benzo[d]imidazol-2-yl)-2-(2,2,3,3-tetrafluorocyclobutyl)acetamide C(C)(C)(C)N1C(=NC2=C1C=C(C=C2F)C#N)NC(CC2C(C(C2)(F)F)(F)F)=O